5-bromo-6-fluoro-1,3-dihydrobenzo[c]thiophene-2,2-dioxide BrC1=CC2=C(CS(C2)(=O)=O)C=C1F